SCCOCCNC(OC(C)(C)C)=O tert-butyl (2-(2-mercaptoethoxy)ethyl)carbamate